C1(CC1)C=1C=CC(=NC1F)[C@@H](NC(=O)[C@H]1N(C[C@@H](C1)F)C(CC1=CN(C(C=C1)=O)CC)=O)C1=CC=CC=C1 (2S,4R)-N-[(S)-(5-cyclopropyl-6-fluoropyridin-2-yl)(phenyl)methyl]-1-[2-(1-ethyl-6-oxo-1,6-dihydropyridin-3-yl)acetyl]-4-fluoropyrrolidine-2-carboxamide